4-chloro-6,7-di-(2-methoxyethoxy)quinazoline ClC1=NC=NC2=CC(=C(C=C12)OCCOC)OCCOC